COC1(CCC1)OC 3,3-dimethoxycyclobutane